C(CCCCC)C(C(=O)O)=C.C(C=C)(=O)OCCCCCC hexyl acrylate (hexyl acrylate)